ClCC=1SC(=NN1)C1=C(C=CC=C1)F 2-(chloromethyl)-5-(2-fluorophenyl)-1,3,4-thiadiazole